N1(C=CC=C1)C1=CC=CC=2N=C(NC21)S (1H-pyrrole-1-yl)-2-mercaptobenzimidazole